1,3-Bis(methacrylamido)-propan C(C(=C)C)(=O)NCCCNC(C(=C)C)=O